FC=1C=C(C=C(C1)F)C(NC(NNC(=O)OC)=S)CO[Si](C(C)(C)C)(C)C methyl 6-(3,5-difluorophenyl)-9,9,10,10-tetramethyl-4-thioxo-8-oxa-2,3,5-triaza-9-silaundecanoate